7-((S)-1-((2S,4r)-2-(amino-methyl)-6-oxo-5-oxa-7-azaspiro[3.4]octan-7-yl)ethyl)-3-(1,1-dioxidothiomorpholino)-1H-indole-2-carboxylic acid NCC1CC2(C1)OC(N(C2)[C@@H](C)C=2C=CC=C1C(=C(NC21)C(=O)O)N2CCS(CC2)(=O)=O)=O